CN1N=C(C(=C1)C=1C(=NC(=CC1)C(=O)N)C=1C=NC=C(C1)C(F)(F)F)C1=NC=CC=C1 (1-methyl-3-(pyridin-2-yl)-1H-pyrazol-4-yl)-5'-(trifluoromethyl)-[2,3'-bipyridine]-6-carboxamide